Pyrroleboronic acid N1C(=CC=C1)B(O)O